(2R,4R)-2-(5-(1-bromo-3-cyclopropyl)-2-fluorophenylcarbamoyl)-4-methoxypyrrolidine-1-carboxylic acid tert-butyl ester C(C)(C)(C)OC(=O)N1[C@H](C[C@H](C1)OC)C(NC1=C(C=CC(=C1)C1CC1Br)F)=O